CN1C=CC=2C(=CC=C(C12)C)C=O 1,7-dimethyl-1H-indole-4-carbaldehyde